C(C)(C)(C)OC(=O)NCC(=O)N1CC2(OCCO2)C[C@H]1C(=O)OC methyl (S)-7-((tert-butoxycarbonyl)glycyl)-1,4-dioxa-7-azaspiro[4.4]nonane-8-carboxylate